C(C)(C)(C)OC(N[C@@H](COC1CCC(CC1)C1=C(C=CC=C1)OCC1=CC=CC=C1)C=O)=O ((S)-1-(((1S,4R)-4-(2-(benzyloxy)phenyl)cyclohexyl)oxy)-3-oxopropan-2-yl)carbamic acid tert-butyl ester